C(C)OC(=O)C=1N=C(SC1CCCOC1=CC=CC=C1)NC(C)=O C2-acetamido-5-(3-phenoxypropyl)-1,3-thiazole-4-carboxylic acid ethyl ester